BrC1=C(C2=CN(N=C2C=C1)C)C(F)F 5-bromo-4-(difluoromethyl)-2-methyl-2H-indazole